COCC1=C(C=CC=C1)C1=NC(=NC(=C1)OC1=C(C=CC=C1)C)NS(=O)(=O)C1=CC(=CC=C1)[N+](=O)[O-] N-[4-[2-(methoxymethyl)phenyl]-6-(2-methylphenoxy)pyrimidin-2-yl]-3-nitro-benzenesulfonamide